C12N(CC(NC1)CC2)C2=CC(=C(C=O)C=C2)O 4-(2,5-diazabicyclo[2.2.2]octan-2-yl)-2-hydroxybenzaldehyde